(benzyloxy (carbonyl)amino)-3-oxohexanoate C(C1=CC=CC=C1)OC(=O)NC(C(=O)[O-])C(CCC)=O